NCCC=1N(C2=C(N1)C=CC(=C2)S(=O)(=O)NC2(CC2)C)C=2SC(=NN2)C 2-(2-aminoethyl)-N-(1-methylcyclopropyl)-3-(5-methyl-1,3,4-thiadiazol-2-yl)benzimidazole-5-sulfonamide